BrC1=C(C2=C(NC3=C(C=C(C(=C23)C#N)Cl)N(C(OC(C)(C)C)=O)C)N=C1)Cl tert-butyl (3-bromo-4,6-dichloro-5-cyano-9H-pyrido[2,3-b]indol-8-yl)(methyl)carbamate